COC(C1=C(C(=CC(=C1)Br)C(F)F)CBr)=O 5-bromo-2-(bromomethyl)-3-(difluoromethyl)benzoic acid methyl ester